bicyclo[2.2.1]heptene aluminum [Al].C12=CCC(CC1)C2